(R)-N-((1R)-1-(3,6-dimethyl-4-oxo-2-(tetrahydrofuran-3-yl)-3,4-dihydroquinazolin-8-yl)ethyl)-2-methylpropane-2-sulfinamide CN1C(=NC2=C(C=C(C=C2C1=O)C)[C@@H](C)N[S@](=O)C(C)(C)C)C1COCC1